N-cyclopropyl-N-(4-(5-methoxy-1H-benzo[d][1,2,3]triazol-1-yl)benzyl)sulfamide C1(CC1)N(S(=O)(=O)N)CC1=CC=C(C=C1)N1N=NC2=C1C=CC(=C2)OC